C(C1=CC=CC=C1)N1CC(CCC1)C1=CC=NC=2N1N=C(C2CNCC2CCOCC2)C 1-(7-(1-benzylpiperidin-3-yl)-2-methylpyrazolo[1,5-a]pyrimidin-3-yl)-N-((tetrahydro-2H-pyran-4-yl)methyl)methanamine